C(C)(C)(C)OC(N[C@H]1CN(C[C@@H](C1)F)C(=O)C=1C=C(C=2N(C1)N=C(C2C)C=2N(C1=CC(=CC=C1C2)Br)CC2CC2)OC)=O tert-Butyl-((3R,5R)-1-(2-(6-bromo-1-(cyclopropylmethyl)-1H-indol-2-yl)-4-methoxy-3-methylpyrazolo[1,5-a]pyridine-6-carbonyl)-5-fluoropiperidin-3-yl)carbamate